N-(2,4,6-trimethylbenzenesulfonyl)-1,2-diphenylethanediamine CC1=C(C(=CC(=C1)C)C)S(=O)(=O)NC(CC1=CC=CC=C1)(N)C1=CC=CC=C1